CC1=CC(=C(COC2OCCCC2)C=C1[N+](=O)[O-])SC 2-((4-methyl-2-(methylthio)-5-nitrobenzyl)oxy)tetrahydro-2H-pyran